COC(CCCCCCCN(CCCCCCCCC)CC(=O)N1CCN(CC1)C(CN(CCCCCCCCC)CCN(CCCCCCCCC)CCCCCCCCC)=O)=O Methyl-8-((2-(4-(N-(2-(dinonylamino)ethyl)-N-nonylglycyl)piperazin-1-yl)-2-oxoethyl)(nonyl)amino)octanoate